C(C)(C)(C)OC(=O)NC1=CC=C(C=N1)[C@@H]1[C@H](C1)C(=O)OCC ethyl (1S,2S)-2-(6-tert-butoxycarbonylamino-pyridin-3-yl)-cyclopropanecarboxylate